(6-amino-5-ethyl-3-pyridyl)-2-[(2S,5R)-5-methyl-2-(2-oxo-3,4-dihydro-1H-quinolin-6-yl)-1-piperidyl]-2-oxo-acetamide NC1=C(C=C(C=N1)NC(C(=O)N1[C@@H](CC[C@H](C1)C)C=1C=C2CCC(NC2=CC1)=O)=O)CC